3-{[5-(phenylmethoxy)pentyl]oxy}propan-1-ol C1(=CC=CC=C1)COCCCCCOCCCO